S(=O)(=O)([O-])[O-].C(C)[NH+](C)CCO.C(C)[NH+](CCO)C ethyl-2-hydroxyethyl-methylammonium sulfate